4-bromo-3-methoxyphenylthiourea BrC1=C(C=C(C=C1)NC(=S)N)OC